C(=O)O.NN[C@@H](CCC(=O)O)C(=O)O aminoglutamic acid formate